C(C)(C)[SiH](O[Si](C)(C)O[Si](C)(C)C)O[SiH](C)C isopropyl-(dimethylsilyloxy)[(trimethylsiloxy)dimethylsiloxy]silane